C(CCCCC)(=O)O.C(CCCCC)(=O)O.N(CCO)(CCO)CCO triethanolamine dihexanoate